1-(5-bromo-1,3-thiazol-4-yl)prop-2-yn-1-ol BrC1=C(N=CS1)C(C#C)O